2-(tetrahydro-2H-pyran-2-yl)ethylamine hydrochloride Cl.O1C(CCCC1)CCN